FC1=C(C=C(C(=C1)F)OCCS(=O)C)N1CCN(CC1)CC1CN(CCC1)C1=NC=2N(C(=N1)N)N=C(N2)C=2OC=CC2 5-(3-((4-(2,4-difluoro-5-(2-(methylsulfinyl)ethoxy)phenyl)piperazin-1-yl)methyl)piperidin-1-yl)-2-(furan-2-yl)-[1,2,4]triazolo[1,5-a][1,3,5]triazine-7-amine